ClC1=CC2=C(C=C3N2C(=NN(C3=O)CC(=O)NC3CC(C3)O)C(C)C)S1 2-(2-Chloro-5-isopropyl-8-oxothieno[2',3':4,5]pyrrolo[1,2-d][1,2,4]triazin-7(8H)-yl)-N-((1r,3r)-3-hydroxycyclobutyl)acetamide